(+/-)-4-(2-(cyclopropylmethoxy)propyl)piperazine-1-carboxylic acid tert-butyl ester C(C)(C)(C)OC(=O)N1CCN(CC1)C[C@@H](C)OCC1CC1 |r|